NCCC[Si](OC)(OC)OC 3-aminopropyl-(trimethoxysilane)